4-chloro-3-(difluoromethyl)benzoic acid methyl ester COC(C1=CC(=C(C=C1)Cl)C(F)F)=O